Cl.COC1=CC=C2C(=CC=NC2=C1)OC1CCNCC1 7-methoxy-4-(4-piperidinyloxy)quinoline hydrochloride